((1r,4r)-4-(benzyl(methyl)amino)cyclohexyl)(6-fluoro-3,3-dimethyl-2,3-dihydro-1H-pyrrolo[3,2-b]pyridin-1-yl)methanone C(C1=CC=CC=C1)N(C1CCC(CC1)C(=O)N1CC(C2=NC=C(C=C21)F)(C)C)C